6-((6-chloro-2-cyclopropyl-1-(1-propyl-1H-pyrazol-4-yl)-1H-indol-3-yl)thio)picolinic acid ClC1=CC=C2C(=C(N(C2=C1)C=1C=NN(C1)CCC)C1CC1)SC1=CC=CC(=N1)C(=O)O